CC=1CC2=C(C(=CC(=C2C1)C)C)O 2,4,6-trimethyl-1H-inden-7-ol